8-bromo-N-[(4,5-difluoro-1H-benzimidazol-2-yl)methyl]-2-(morpholin-4-yl)pyrazolo[1,5-a][1,3,5]triazin-4-amine BrC=1C=NN2C1N=C(N=C2NCC2=NC1=C(N2)C=CC(=C1F)F)N1CCOCC1